CC1=CC(=NO1)OC1OCCCC1 5-methyl-3-tetrahydropyran-2-yloxy-isoxazole